3-((4-(dimethylamino)cyclohexyl)amino)-5-(3-fluoro-2-methylphenyl)-2,3,4,9-tetrahydro-1H-carbazole-8-carboxamide CN(C1CCC(CC1)NC1CCC=2NC3=C(C=CC(=C3C2C1)C1=C(C(=CC=C1)F)C)C(=O)N)C